C(C)OC(C(C(=O)C=1C(=NC(=C(C1)F)Cl)NC=1C(=NC=CC1C)C(C)C)[N+](=O)[O-])=O 3-(6-Chloro-5-fluoro-2-((2-isopropyl-4-methylpyridin-3-yl)amino)pyridin-3-yl)-2-nitro-3-oxopropanoic acid ethyl ester